FC=1C=C(COC2=CC=C(C=C2)NC(C=C)=O)C=CC1 N-(4-((3-fluorobenzyl)oxy)phenyl)acrylamide